ClC1=C(C(=CC=C1)F)NC(=O)N1C(C=2NN=CC2C1)(C)C N-(2-chloro-6-fluorophenyl)-6,6-dimethyl-4,6-dihydropyrrolo[3,4-c]pyrazole-5(1H)-carboxamide